(R)-(5-(1-((tert-butylsulfinyl)imino)ethyl)-2-fluoro-3-(trifluoromethyl)phenyl)carbamic acid tert-butyl ester C(C)(C)(C)OC(NC1=C(C(=CC(=C1)C(C)=N[S@](=O)C(C)(C)C)C(F)(F)F)F)=O